benzyl (S)-6-(4-(methoxycarbonyl) phenyl)-4-(pyrimidin-5-yl)-3,6-dihydropyridine-1(2H)-carboxylate COC(=O)C1=CC=C(C=C1)[C@@H]1C=C(CCN1C(=O)OCC1=CC=CC=C1)C=1C=NC=NC1